ClC=1C(=CC=2C(=C3C(=NC2C1)C1=CC2=C(C(N1C3)=O)COC(C[C@]2(O)CC)=O)CN2CCC(CC2)C)C (R)-9-chloro-5-ethyl-5-hydroxy-10-methyl-12-((4-methylpiperidin-1-yl)methyl)-4,5-dihydrooxepino[3',4':6,7]indolizino[1,2-b]quinoline-3,15(1H,13H)-dione